methyl 2-(N-(4-((2-(4,4-difluoropiperidin-1-yl)-6-methylpyrimidin-4-yl)carbamoyl)-3-(6-(fluoromethyl)-3-azabicyclo[4.1.0]heptan-3-yl)phenyl)sulfamoyl)acetate FC1(CCN(CC1)C1=NC(=CC(=N1)NC(=O)C1=C(C=C(C=C1)NS(=O)(=O)CC(=O)OC)N1CC2CC2(CC1)CF)C)F